trivinyl-silane C(=C)[SiH](C=C)C=C